2-azido-2,2-difluoro-1-(4-(trifluoromethoxy)phenyl)ethane-1-one N(=[N+]=[N-])C(C(=O)C1=CC=C(C=C1)OC(F)(F)F)(F)F